6-(2,2-difluorocyclohexyl)-N-((R)-1,1-dioxido-2,3-dihydrothiophen-3-yl)-2-methoxynicotinamide FC1(C(CCCC1)C1=NC(=C(C(=O)N[C@H]2CS(C=C2)(=O)=O)C=C1)OC)F